2-((3,5-dicyano-4-ethyl-6-(4-(pyrrolidin-1-yl)piperidin-1-yl)pyridin-2-yl)sulfanyl)-2-phenylacetamide C(#N)C=1C(=NC(=C(C1CC)C#N)N1CCC(CC1)N1CCCC1)SC(C(=O)N)C1=CC=CC=C1